1'-(6-(1,5-dimethyl-1H-pyrazol-4-yl)pyrido[3,2-d]pyrimidin-4-yl)-5'-fluorospiro[cyclohexane-1,3'-indoline] CN1N=CC(=C1C)C=1C=CC=2N=CN=C(C2N1)N1CC2(C3=CC(=CC=C13)F)CCCCC2